ClC1=CC(=C(C=C1)C1=NC(=CC=2N=C(N(C(C21)=O)C)C)N2C[C@H](CCC2)C=2C=NN(C2)C)F 5-(4-chloro-2-fluoro-phenyl)-2,3-dimethyl-7-((3R)-3-(1-methyl-1H-pyrazol-4-yl)-1-piperidinyl)pyrido[4,3-d]pyrimidin-4(3H)-one